C(=O)(O)[C@H](CC(=O)C1=CC2=C(S1)C=C(C(=C2F)OCCCOC=2C(=C1CN(CC1=CC2OC)C(C[C@@H](C(=O)O)C)=O)F)OC)C (S)-4-(5-(3-((2-((S)-3-carboxybutyryl)-4-fluoro-6-methoxybenzo[b]thiophen-5-yl)oxy)propoxy)-4-fluoro-6-methoxyisoindolin-2-yl)-2-methyl-4-oxobutanoic acid